2-(Azepan-1-yl)-4-((4-(2-methoxyethoxy)phenyl)amino)pyrimido[4,5-d]pyridazin-5(6H)-on N1(CCCCCC1)C=1N=C(C2=C(C=NNC2=O)N1)NC1=CC=C(C=C1)OCCOC